C1=NC=CC2=C1NC=1CCC(CC21)NC(OC(C)(C)C)=O tert-Butyl N-(6,7,8,9-tetrahydro-5H-pyrido[3,4-b]indol-6-yl)carbamate